(5-bromo-7-methoxy-3,3-dimethyl-2-oxoindol-1-yl)acetic acid BrC=1C=C2C(C(N(C2=C(C1)OC)CC(=O)O)=O)(C)C